NCCCN1CCN(CC1)C1=CC=C(C=C1)C1=NC(=NC2=CC=C(C=C12)Cl)N=C(N)N 2-(4-(4-(4-(3-aminopropyl)piperazin-1-yl)phenyl)-6-chloroquinazolin-2-yl)guanidine